tert-butyl (3R)-3-methyl-4-((2-methyl-2H-tetrazol-5-yl)(phenyl)methyl)piperazine-1-carboxylate C[C@@H]1CN(CCN1C(C1=CC=CC=C1)C=1N=NN(N1)C)C(=O)OC(C)(C)C